CC1=CC(=NN1)NC1=NC(=NC2=CC(=CC=C12)C1CN(C1)C)NC1CC2CCCC(C1)N2CCC#N 3-((3-Exo)-3-((4-((5-methyl-1H-pyrazol-3-yl)amino)-7-(1-methylazetidin-3-yl)quinazolin-2-yl)amino)-9-azabicyclo[3.3.1]nonan-9-yl)propionitrile